4-t-butylphenyl-diphenylsulfonium triflate [O-]S(=O)(=O)C(F)(F)F.C(C)(C)(C)C1=CC=C(C=C1)[S+](C1=CC=CC=C1)C1=CC=CC=C1